N1C=CC=2C1=NC=C(C2)CN2C(C1=C(CC2)C(=CS1)C(=O)NC1=CC(=CC=C1)C(F)(F)F)C 6-((1H-pyrrolo[2,3-b]pyridin-5-yl)methyl)-7-methyl-N-(3-(trifluoromethyl)phenyl)-4,5,6,7-tetrahydrothieno[2,3-c]pyridine-3-carboxamide